C1(CCC1)N1C(C(N(CC1)CC=1N=NC(=CC1)C1=C(C=CC=C1)F)=O)=O 1-cyclobutyl-4-((6-(2-fluorophenyl)pyridazin-3-yl)methyl)piperazine-2,3-dione